FC1=CC=C(C=C1)C1=CC=C(C=C1)SC=1N=NNC1C(=O)O 4-((4'-fluoro-[1,1'-biphenyl]-4-yl)thio)-1H-1,2,3-triazole-5-carboxylic acid